(1R,3R)-N-(6-bromo-7-chloroisoquinolin-3-yl)-5-oxaspiro[2.4]heptane-1-carboxamide BrC=1C=C2C=C(N=CC2=CC1Cl)NC(=O)[C@@H]1C[C@]12COCC2